COC([C@H](NC(=O)OC(C)(C)C)CO)=O N-Boc-R-serine methyl ester